CN(C)C(=[N+]1N=[N+](C2=NC=CC=C21)[O-])N(C)C 1-[bis(dimethylamino)methylene]-1H-1,2,3-triazolo[4,5-b]-pyridinium 3-oxide